2-[4'-Chloro-2'-(4-methyl-1,2,4-triazol-3-yl)-[1,1'-biphenyl]-3-yl]-1,3-benzoxazole-5-carboxylate ClC1=CC(=C(C=C1)C1=CC(=CC=C1)C=1OC2=C(N1)C=C(C=C2)C(=O)[O-])C2=NN=CN2C